C(C1=CC=CC=C1)OC1=CC2=C(C(=C(S2)C2=CC=C(C=C2)F)OC=2C=CC(=NC2)N2CCC(CC2)C=O)C=C1 [5-[6-benzyloxy-2-(4-fluorophenyl)benzothiophen-3-yl]Oxy-2-pyridinyl]Piperidine-4-carbaldehyde